2,4-diisopropenyltoluene C(=C)(C)C1=C(C)C=CC(=C1)C(=C)C